ClC1=C(C=C(C=C1)S(=O)(=O)N1CCC2(CC(CO2)NC[C@@H](COC=2C=C(C=CC2)S(=O)(=O)NC)O)CC1)C 3-((2S)-3-(8-(4-chloro-3-methylphenylsulfonyl)-1-oxa-8-azaspiro[4.5]decan-3-ylamino)-2-hydroxypropoxy)-N-methylbenzenesulfonamide